4,4'-(2,4,8,10-tetraoxaspiro[5.5]undecane-3,9-diyl)bis(2-methoxyphenol) C1OC(OCC12COC(OC2)C2=CC(=C(C=C2)O)OC)C2=CC(=C(C=C2)O)OC